trans-3-((1R,5R)-5-methyl-3-azabicyclo[3.1.0]hexan-1-yl)-5-(piperidin-1-ylmethyl)-5,6-dihydro-1,4,2-dioxazine C[C@@]12CNC[C@]2(C1)C1=NOCC(O1)CN1CCCCC1